3-(6-bromo-5-chloro-1-oxoisoindolin-2-yl)piperidine-2,6-dione BrC1=C(C=C2CN(C(C2=C1)=O)C1C(NC(CC1)=O)=O)Cl